CN(C1=CC=C(C=N1)C1=CC(=C(C=C1)C=1SC2=C(N1)C=CC(=C2)NCCCCCOC2=CC=C1C(N(CC1=C2)C2C(NC(CC2)=O)=O)=O)C(F)(F)F)C 3-[6-[5-[[2-[4-[6-(dimethylamino)pyridin-3-yl]-2-(trifluoromethyl)phenyl]-1,3-benzothiazol-6-yl]amino]pentoxy]-3-oxidanylidene-1H-isoindol-2-yl]piperidine-2,6-dione